C1(=CC=CC=C1)N1C=NN=C1C1=CC=C(C=C1)C(C)(C)C 4-phenyl-5-(4-tert-butylphenyl)1,2,4-triazole